C(#N)C=1C(=NC=CC1)NC1CCC(CC1)OC1=C2C=C(C=NC2=CC(=N1)N1CCOCC1)NS(=O)(=O)C N-[5-[4-[(3-cyano-2-pyridyl)amino]cyclohexoxy]-7-morpholino-1,6-naphthyridin-3-yl]methanesulfonamide